2,2-dimethyl-6-(2-Oxopropyl)-4H-1,3-dioxin-4-one CC1(OC(=CC(O1)=O)CC(C)=O)C